4-(4,4,5,5-tetramethyl-1,3,2-dioxaborolan-2-yl)pyrazolo[1,5-a]pyridine CC1(OB(OC1(C)C)C=1C=2N(C=CC1)N=CC2)C